NCCNC(=O)C1=CC=C(CSC(CC(C(=O)OC)C)=O)C=C1 Methyl 4-((4-((2-aminoethyl)carbamoyl)benzyl)thio)-2-methyl-4-oxobutanoate